ClC1=CC=C(C=C1)NC(=S)NNC(=O)C1=NC2=CC=CC=C2C=C1 N-(4-chlorophenyl)-2-(quinoline-2-carbonyl)hydrazine-1-carbothioamide